BrC1=CC2=C(SC=C2C[C@H](C(=O)O)[C@@H]2CN(CC2)C(=O)OC(C)(C)C)C=C1 (S)-3-(5-bromobenzo[b]thiophen-3-yl)-2-((R)-1-(tert-butoxycarbonyl)pyrrolidin-3-yl)propanoic acid